2-oxoethyl (R,Z)-12-hexanoyloxyoleate C(CCCCC)(=O)O[C@@H](C\C=C/CCCCCCCC(=O)OCC=O)CCCCCC